1-(methylsulfonyl)-4-nitro-3-(oxetan-3-yloxy)-1H-pyrazole CS(=O)(=O)N1N=C(C(=C1)[N+](=O)[O-])OC1COC1